3-[5-(3,4-Difluorophenoxy)-2-pyridinyl]-1-methyl-1-[(2R)-3,3,3-trifluoro-2-hydroxy-2-methyl-propyl]urea FC=1C=C(OC=2C=CC(=NC2)NC(N(C[C@@](C(F)(F)F)(C)O)C)=O)C=CC1F